2-(trifluoromethyl)-5,6,7,8-tetrahydro-[1,2,4]triazolo[1,5-A]pyrazine FC(C1=NN2C(CNCC2)=N1)(F)F